C(C1=CC=CC=C1)OC(CS(=O)(=O)N1CCC(CC1)C1=CC=C(C=C1)NC(=O)N1CC2=NC=C(C=C2C1)F)(C)C N-(4-(1-((2-(benzyloxy)-2-methylpropyl)sulfonyl)piperidin-4-yl)phenyl)-3-fluoro-5,7-dihydro-6H-pyrrolo[3,4-b]pyridine-6-carboxamide